(9Z)-1-({2-[(tert-butyldimethylsilyl)oxy]ethyl}[(9Z)-2-hydroxyoctadec-9-en-1-yl]amino)octadec-9-en-2-ol [Si](C)(C)(C(C)(C)C)OCCN(CC(CCCCCC\C=C/CCCCCCCC)O)CC(CCCCCC\C=C/CCCCCCCC)O